FC=1C(=CC2=C(NN=N2)C1)C(=O)OC methyl 6-fluoro-1H-benzo[d][1,2,3]triazole-5-carboxylate